6-(3-azido-6-bromo-2-pyridinyl)-6-azaspiro[2.5]octane N(=[N+]=[N-])C=1C(=NC(=CC1)Br)N1CCC2(CC2)CC1